NC1=NC=CC(=C1C#CCOC(C)(C)C)C=1C=C2C(=NNC2=CC1)N 5-(2-Amino-3-(3-(tert-butoxy)prop-1-yn-1-yl)pyridin-4-yl)-1H-indazol-3-amine